N,N'-(2,2'-bis(trifluoromethyl)-[1,1'-biphenyl]-4,4'-diyl)bis(4-aminobenzamide) FC(C1=C(C=CC(=C1)NC(C1=CC=C(C=C1)N)=O)C1=C(C=C(C=C1)NC(C1=CC=C(C=C1)N)=O)C(F)(F)F)(F)F